ethyl 2-(cyanomethyl)-6-(trifluoromethyl)pyridine-3-carboxylate C(#N)CC1=NC(=CC=C1C(=O)OCC)C(F)(F)F